(2-{[bis(phenylmethyloxy)phosphoryl]oxy}ethyl)carbamic acid tert-butyl ester C(C)(C)(C)OC(NCCOP(=O)(OCC1=CC=CC=C1)OCC1=CC=CC=C1)=O